3-[5-(9-aminononyl)-3-methyl-2-oxo-1,3-benzodiazol-1-yl]piperidine-2,6-dione hydrochloride Cl.NCCCCCCCCCC1=CC2=C(N(C(N2C)=O)C2C(NC(CC2)=O)=O)C=C1